C(C)(=O)N1C[C@@H](OCC1)CN1N=CC(=C1C)C=1C=C(C=2N(C1)N=CC2C#N)SC2=C(C=CC=C2)C#N (R)-6-(1-((4-acetylmorpholin-2-yl)methyl)-5-methyl-1H-pyrazol-4-yl)-4-((2-cyanophenyl)thio)pyrazolo[1,5-a]pyridine-3-carbonitrile